ethyl α-cyano-β-phenylcinnamate C(#N)C(C(=O)OCC)=C(C1=CC=CC=C1)C1=CC=CC=C1